3-((methylphenoxy)carbonylamino-methyl)-3,5,5-trimethylcyclohexylcarbamate CC1=C(OC(=O)NCC2(CC(CC(C2)(C)C)NC([O-])=O)C)C=CC=C1